FC1(C(C1)C1=NN(C(=N1)C(=O)N)C)F 2,2-difluorocyclopropyl-(methyl)-1H-1,2,4-triazole-5-carboxamide